COC1=NC(=CC=C1NC(=O)C=1C(=NOC1C)C1=CC=CC=C1)C1=CN=NN1C N-(2-Methoxy-6-(1-methyl-1H-1,2,3-triazol-5-yl)pyridin-3-yl)-5-methyl-3-phenyl-isoxazole-4-carboxamide